3-(4-methylpiperazine-1-carbonyl)-5-(2-(piperazin-1-yl)ethoxy)-N-(4-(pyridin-2-yl)thiazol-2-yl)benzamide CN1CCN(CC1)C(=O)C=1C=C(C(=O)NC=2SC=C(N2)C2=NC=CC=C2)C=C(C1)OCCN1CCNCC1